C1(CC1)N1N=NC=C1C(=O)N[C@H](C1=NC2=C(N1)C=C(C=C2)[C@@H](C)NC(CCC(F)(F)F)=O)C2CCC(CC2)(F)F 1-Cyclopropyl-N-((S)-(4,4-difluorocyclohexyl)(6-((R)-1-(4,4,4-trifluorobutanamido)ethyl)-1H-benzo[d]imidazol-2-yl)methyl)-1H-1,2,3-triazole-5-carboxamide